O=C1N(CCC(N1)=O)C1=CC=C(C=C1)NCCCCCCC(=O)N(C(C)C)C(C)C 7-((4-(2,4-dioxotetrahydropyrimidin-1(2H)-yl)phenyl)amino)-N,N-diisopropylheptanamide